(R)-N-(3-(7-methyl-1H-indazol-5-yl)-1-(4-(1-methylpiperidin-4-yl)piperazin-1-yl)-1-oxopropan-2-yl)-4-(2-oxo-1,2,5,6,7,8-hexahydroquinolin-3-yl)piperidine-1-carboxamide CC=1C=C(C=C2C=NNC12)C[C@H](C(=O)N1CCN(CC1)C1CCN(CC1)C)NC(=O)N1CCC(CC1)C=1C(NC=2CCCCC2C1)=O